N1C=CC2=C(C=CC=C12)OC[C@H](CNC(C)C)O (2S)-1-(1H-indol-4-yloxy)-3-(propan-2-ylamino)propan-2-ol